2,8-dichloro-11-methyl-Benzo[1'',2'':4,5;5'',4'':4',5']difuro[2,3-b:2',3'-b']dipyridine ClC1=CC=C2C(=N1)OC1=C2C=C2C(OC3=NC(=CC=C32)Cl)=C1C